3-(((7-(2-aminopyrimidin-4-yl)-2,3-dihydrofuro[3,2-c]pyridin-4-yl)amino)methyl)-N-(3,3-difluorocyclobutyl)benzamide NC1=NC=CC(=N1)C=1C2=C(C(=NC1)NCC=1C=C(C(=O)NC3CC(C3)(F)F)C=CC1)CCO2